Cl.Cl.CC1OCC2(C1N)CCNCC2 3-methyl-2-oxa-8-azaspiro[4.5]decan-4-amine bisHCl salt